Bis(2-pentylheptyl) 11-(3-(diethylamino)propyl)-5,17-dihexyl-7,15-dioxo-6,8,14,16-tetraoxa-11-azahenicosanedioate C(C)N(CCCN(CCOC(OC(CCCC(=O)OCC(CCCCC)CCCCC)CCCCCC)=O)CCOC(OC(CCCC(=O)OCC(CCCCC)CCCCC)CCCCCC)=O)CC